(4,6,7-2H3)-1-benzofuran O1C=CC=2C1=C(C(=CC2[2H])[2H])[2H]